Cl.NCCN1C(C=CC1=O)=O 2-aminoethyl-1H-pyrrole-2,5-dione hydrochloride